FC(C1=NC=CC(=C1)C1CCC(CC1)N1CC2(CS(C2)(=O)=O)CC1)(F)F 6-((1s,4s)-4-(2-(trifluoromethyl)pyridin-4-yl)cyclohexyl)-2-thia-6-azaspiro[3.4]octane 2,2-dioxide